N1(C=CC2=CC=CC=C12)C1=NC2=CC(=C(C=C2C(=N1)NC1CCOCC1)OC)OCCCN1CCCC1 2-(1H-indol-1-yl)-6-methoxy-7-(3-(pyrrolidin-1-yl)propoxy)-N-(tetrahydro-2H-pyran-4-yl)quinazolin-4-amine